N1(CCSCC1)C(=O)O[C@@H]1CC[C@H](CC1)C(N(C[C@@H]1CC[C@H](CC1)C1=CC(=C(C=C1)OC)C)C1=CC(=CC=C1)C=1C=NN(C1)C1CC1)=O trans-4-((3-(1-Cyclopropyl-1H-pyrazol-4-yl)phenyl)((trans-4-(4-methoxy-3-methylphenyl)cyclohexyl)methyl)carbamoyl)cyclohexyl thiomorpholine-4-carboxylate